1-phenyl-3-(3-indolylethenyl)-5-(3-indolyl)pyrazoline C1(=CC=CC=C1)N1NC(=CC1C1=CNC2=CC=CC=C12)C=CC1=CNC2=CC=CC=C12